C(C)(C)(C)OC(=O)NC1CCC(CC1)NC(=O)C=1C(=CC(=NC1)C1=CC=C2N1N=CC(=C2)C#N)NC2CCC(CC2)NC(OC(C)(C)C)=O tert-butyl ((1R,4r)-4-((5-(((1s,4S)-4-((tert-butoxycarbonyl)amino)cyclohexyl)carbamoyl)-2-(3-cyanopyrrolo[1,2-b]pyridazin-7-yl)pyridin-4-yl)amino)cyclohexyl)carbamate